CN1N=CC=C1C=1C=NC=2CCN=CC2C1 3-(1-methyl-1H-pyrazol-5-yl)-7,8-dihydro-1,6-naphthyridin